S(C1=C(C=C(C(=C1)C(C)(C)C)O)C)C1=C(C=C(C(=C1)C(C)(C)C)O)C 4,4'-thio-bis-(3-methyl-6-t-butylphenol)